4-((2,5-Difluoro-4-(isoindolin-2-ylmethyl)phenoxy)methyl)-N,N-dimethyl-benzamide FC1=C(OCC2=CC=C(C(=O)N(C)C)C=C2)C=C(C(=C1)CN1CC2=CC=CC=C2C1)F